C1(CCCC2CC(CCC12)CO)CO 6-DecalinDimethanol